bromo-2-(2,2,2-trifluoroethoxy)pyrimidine BrC1=NC(=NC=C1)OCC(F)(F)F